(E)-N-([8-{4-(trifluoromethyl)styryl}quinolin-5-yl]methyl)acrylamide FC(C1=CC=C(/C=C/C=2C=CC(=C3C=CC=NC23)CNC(C=C)=O)C=C1)(F)F